Sodium (2S,5R)-2-(N-(3-aminopropanoyl) carbamimidoyl)-7-oxo-1,6-diazabicyclo[3.2.1]octan-6-yl sulfate S(=O)(=O)(ON1[C@@H]2CC[C@H](N(C1=O)C2)C(NC(CCN)=O)=N)[O-].[Na+]